C(C)(C)(C)C1=NN2C(NC=3C(=C2)CN(C3)CCOC)=C1 2-tert-butyl-6-(2-methoxyethyl)-6,7-dihydro-4H-pyrazolo[1,5-a]pyrrolo[3,4-d]pyrimidine